BrC=1C=C(C=CC1C)N1C(NC(C1=O)(C)C)=O 3-(3-bromo-4-methylphenyl)-5,5-dimethylimidazolidine-2,4-dione